tert-Butyl N-[(1R,5S,8s)-3-(6-methoxypyrimidin-4-yl)-3-azabicyclo[3.2.1]octan-8-yl]carbamate COC1=CC(=NC=N1)N1C[C@H]2CC[C@@H](C1)C2NC(OC(C)(C)C)=O